ethyl-6-iodo(bromo)-4-methoxybenzofuran C(C)C1=C(OC2=C1C(=CC(=C2)I)OC)Br